(R)-4-((1-(3-(difluoromethyl)-2-fluorophenyl)ethyl)amino)-6-(1-(fluoromethyl)cyclopropyl)-8-(4-hydroxy-1-(oxetan-3-yl)piperidin-4-yl)-2-methylpyrido[4,3-d]pyrimidine-7(6H)-one FC(C=1C(=C(C=CC1)[C@@H](C)NC=1C=2C(N=C(N1)C)=C(C(N(C2)C2(CC2)CF)=O)C2(CCN(CC2)C2COC2)O)F)F